C(CCC)N1C(N(C(C(C1=O)=C(N)N)=O)C1CCC(CC1)CN(C(OCC1=CC=CC=C1)=O)C)=O Benzyl (((1s,4s)-4-(3-butyl-5-(diaminomethylene)-2,4,6-trioxotetrahydropyrimidin-1(2H)-yl)cyclohexyl)methyl)(methyl)carbamate